C(C=C)B1OC(CO1)(C)C 2-Allyl-5,5-dimethyl-1,3,2-dioxaborolan